5-(8-(neopentylamino)imidazo[1,2-b]pyridazin-6-yl)pyrimidine-2,4(1H,3H)-dione C(C(C)(C)C)NC=1C=2N(N=C(C1)C=1C(NC(NC1)=O)=O)C=CN2